3-chloro-N-(1-cyanocyclopropyl)-1-(5-(difluoromethyl)-1,3,4-thiadiazol-2-yl)-5-(4-isobutyrylpiperazin-1-yl)imidazo[1,5-a]pyridine-7-sulfonamide ClC1=NC(=C2N1C(=CC(=C2)S(=O)(=O)NC2(CC2)C#N)N2CCN(CC2)C(C(C)C)=O)C=2SC(=NN2)C(F)F